C12COCC(N1CC1CCN(CC1)C(=O)OC(C)(C)C)C2 tert-butyl 4-({3-oxa-6-azabicyclo[3.1.1]heptan-6-yl}methyl)piperidine-1-carboxylate